1-(cyclobutylmethyl)-N-((6-methyl-5-(pyrazolo[1,5-a]pyridin-5-yl)-2,3-dihydro-1H-inden-4-yl)carbamoyl)-1H-pyrazole-3-sulfonamide C1(CCC1)CN1N=C(C=C1)S(=O)(=O)NC(NC1=C2CCCC2=CC(=C1C1=CC=2N(C=C1)N=CC2)C)=O